5-(3-(5-(Hydroxy(phenyl)methyl)-1H-imidazol-2-yl)phenoxy)-N-(2-(methylamino)-2-oxoethyl)-1H-indazole-4-carboxamide OC(C1=CN=C(N1)C=1C=C(OC2=C(C=3C=NNC3C=C2)C(=O)NCC(=O)NC)C=CC1)C1=CC=CC=C1